antimony 2,2-dimethylolbutyrate C(O)C(C(=O)[O-])(CC)CO.[Sb+3].C(O)C(C(=O)[O-])(CC)CO.C(O)C(C(=O)[O-])(CC)CO